FC1=C2C(=C(/C(/C2=CC=C1F)=C/C1=CC=C(C=C1)OC1=CC=C(C=C1)F)C)CC(=O)NO 2-[(1Z)-4,5-difluoro-1-{[4-(4-fluorophenoxy)phenyl]methylene}-2-methyl-1H-inden-3-yl]-N-hydroxyacetamide